OC(C#CC=CC=O)(C#CC1=CC=CC=C1)C1=CC=CC=C1 6-hydroxy-6,8-diphenyloct-2-en-4,7-diyne-1-al